ClC1=C(C=CC=C1)CC(=O)N(C)C1=CC(=C(C=C1)N1N=CC(=C1)C(F)(F)F)S(N=CN(C)C)(=O)=O 2-(2-chlorophenyl)-N-(3-{[(dimethylamino)methylene]sulfamoyl}-4-[4-(trifluoromethyl)-1H-pyrazol-1-yl]phenyl)-N-methylacetamide